(9R,13S)-13-amino-3-(2H3)methyl-9-methyl(10,11-2H2)-3,4,7,15-tetraazatricyclo[12.3.1.02,6]octadeca-1(18),2(6),4,14,16-pentaen-8-one N[C@H]1CC(C([C@H](C(NC=2C=NN(C2C=2C=CN=C1C2)C([2H])([2H])[2H])=O)C)[2H])[2H]